ClC=1C=C(C=CC1F)NC1=NC=NC2=CC(=C(C=C12)NCC1=CC=C(C=C1)NC1C(NC(CC1)=O)=O)O[C@@H]1COCC1 3-((4-(((4-((3-chloro-4-fluorophenyl)amino)-7-(((S)-tetrahydrofuran-3-yl)oxy)quinazolin-6-yl)amino)methyl)phenyl)amino)piperidine-2,6-dione